2-Methyl-5-nitropyridine CC1=NC=C(C=C1)[N+](=O)[O-]